COCC(=O)NCC=1SC(=NN1)C=1N(C2=CC=CC(=C2C1)NC1CCN(CC1)C)CC(F)(F)F 2-methoxy-N-[(5-{4-[(1-methylpiperidin-4-yl)amino]-1-(2,2,2-trifluoroethyl)-1H-indol-2-yl}-1,3,4-thiadiazol-2-yl)methyl]acetamide